FC1=C(C(=O)NC2=NN(C3=CC=CC=C23)CC2=CC=C(C=C2)C(F)(F)F)C=C(C=C1)F 2,5-difluoro-N-(1-(4-(trifluoromethyl)benzyl)-1H-indazol-3-yl)benzamide